BrC1=C(C=C(C(=C1)[N+](=O)[O-])C)OCCC1=CC=C(C=C1)C(F)(F)F 1-bromo-4-methyl-5-nitro-2-{2-[4-(trifluoromethyl)phenyl]ethoxy}benzene